FC=1C=C(C=CC1)C1=C(C=CC=C1)OC1=CC=C(C(=N1)NC)N 6-(3'-fluorobiphenyl-2-yloxy)-N2-methylpyridine-2,3-diamine